C[C@@H]1N(C2=CC=CC=C2[C@@H](C1)NC1=CC=C(C=C1)N1N=NC=C1)C(CC)=O N-(4-(((2S,4R)-2-methyl-1-propionyl-1,2,3,4-tetrahydroquinolin-4-yl)amino)phenyl)-1H-1,2,3-triazole